C(CCCCC)C1=C(C=CC=C1)C1=C(SC=C1)C=O 3-(hexylphenyl)-thiophenecarboxaldehyde